[Ir]=[Se].[In] indium iridium selenide